P(=O)(OCC1=CC=C(C=C1)NC(CNC([C@@H](NC(CCOC[C@@H](OCCOCCN=[N+]=[N-])C)=O)C(C)C)=O)=O)(O)O 4-((14S,17S)-1-Azido-14-isopropyl-l-7-methyl-12,15-dioxo-3,6,9-trioxa-13,16-diazaoctadecan-18-amido)benzyl dihydrogen phosphate